Cl.ClCCC[C@@]1(NCCC1=C(F)F)C(=O)OCC Ethyl (S)-2-(3-chloropropyl)-3-(difluoromethylene)pyrrolidin-2-carboxylate hydrochloride